N1(C=NC=C1)CC1=CC=C(C(=O)OCC)C=C1 ethyl 4-(1H-imidazolylmethyl)-benzoate